3-Ethyl-1-(imidazo[1,2-a]pyrazin-3-ylmethyl)-N-(3-(4-methyl-1H-imidazol-1-yl)-5-(trifluoromethyl)phenyl)indolin-6-carboxamid C(C)C1CN(C2=CC(=CC=C12)C(=O)NC1=CC(=CC(=C1)C(F)(F)F)N1C=NC(=C1)C)CC1=CN=C2N1C=CN=C2